4-(3-methyl-2-(4-methyl-4H-1,2,4-triazol-3-yl)butan-2-yl)pyridine CC(C(C)(C1=NN=CN1C)C1=CC=NC=C1)C